2-AMINOPYRIMIDINE-5-CARBOXYLIC ACID NC1=NC=C(C=N1)C(=O)O